2-[2-(aminomethyl)-3,3-difluoro-allyl]-4-[2-[5-[6-(trifluoromethyl)-3-pyridinyl]-2-thienyl]ethyl]-1,2,4-triazol-3-one NCC(CN1N=CN(C1=O)CCC=1SC(=CC1)C=1C=NC(=CC1)C(F)(F)F)=C(F)F